(R)-N-(4-bromobenzyl)-4-(2-(3-fluoro-4-(trifluoromethyl)phenyl)-2H-pyrazolo[3,4-d]pyrimidin-4-yl)-1-methylpiperazine-2-carboxamide BrC1=CC=C(CNC(=O)[C@@H]2N(CCN(C2)C=2C=3C(N=CN2)=NN(C3)C3=CC(=C(C=C3)C(F)(F)F)F)C)C=C1